2-(6-chloro-3-methoxypyridazin-4-yl)propan-2-ol ClC1=CC(=C(N=N1)OC)C(C)(C)O